4-cyano-N-(4-(4,4-difluoropiperidin-1-yl)-6-methylpyrimidin-2-yl)-2-(6-azaspiro[2.5]octan-6-yl)benzamide C(#N)C1=CC(=C(C(=O)NC2=NC(=CC(=N2)N2CCC(CC2)(F)F)C)C=C1)N1CCC2(CC2)CC1